N-(4-([1,2,4]triazolo[1,5-c]pyrimidin-7-yloxy)-3-methylphenyl)-5-(2-cyclopropyl-2,6-diazabicyclo[3.2.0]heptan-6-yl)-6-methoxyquinazolin-4-amine N=1C=NN2C=NC(=CC21)OC2=C(C=C(C=C2)NC2=NC=NC1=CC=C(C(=C21)N2C1CCN(C1C2)C2CC2)OC)C